N-(m-tolyl)piperidine C1(=CC(=CC=C1)N1CCCCC1)C